N,N'-di-[4-(benzenesulfonyloxy)phenyl]urea C1(=CC=CC=C1)S(=O)(=O)OC1=CC=C(C=C1)NC(=O)NC1=CC=C(C=C1)OS(=O)(=O)C1=CC=CC=C1